N-(4-((2-(1,1-difluoroethyl)-6-methylpyrimidin-4-yl)amino)-5-(pyrrolidin-1-yl)pyridin-2-yl)acetamide FC(C)(F)C1=NC(=CC(=N1)NC1=CC(=NC=C1N1CCCC1)NC(C)=O)C